C(CCCCCCC\C=C/CCCCCCCC)(=O)OCC(CN(CCO)CCO)O N-(3-oleoyloxy-2-hydroxypropyl)diethanolamine